CN(CC(=O)N1CCC(CC1)C=1C=C2C(=C(NC2=CC1)C1=C2C=CC=NC2=C(C=C1)C#N)C(C)C)C 5-(5-(1-(dimethylglycyl)piperidin-4-yl)-3-isopropyl-1H-indol-2-yl)quinoline-8-carbonitrile